5,5'-(9H-fluorene-9,9-diyl)bis(2-benzofuran-1,3-dione) C1=CC=CC=2C3=CC=CC=C3C(C12)(C1=CC2=C(C(OC2=O)=O)C=C1)C1=CC2=C(C(OC2=O)=O)C=C1